rac-N-methyl-1-(3-(6-(1-methyl-1H-pyrazol-4-yl)pyrazolo[1,5-a]pyrazin-4-yl)cyclopentyl)methanamine hydrochloride Cl.CNCC1CC(CC1)C=1C=2N(C=C(N1)C=1C=NN(C1)C)N=CC2